5-(T-BUTYLDIMETHYLSILYLOXY)-2-METHOXYPHENYLBORONIC ACID [Si](C)(C)(C(C)(C)C)OC=1C=CC(=C(C1)B(O)O)OC